SC(CC1(C(C(C(C(=O)O)(C=C1)CC(C(C)C)S)(C(=O)O)CC(C(C)C)S)(CC(C(C)C)S)CC(C(C)C)S)CC(C(C)C)S)C(C)C.OCC(CO)(COCC(CO)(CO)CO)CO dipentaerythritol hexa(2-mercapto-3-methylbutyl)phthalate